FC(C1=NN=C(O1)C1=CN=C(S1)CCS(=O)(=O)N)F (5-(5-(difluoromethyl)-1,3,4-oxadiazol-2-yl)thiazol-2-yl)methylmethanesulfonamide